ClC=1C(=NC(=NC1)N1[C@H](CNCC1)CC)N1CC(C1)C(=O)N(C)C(C)(C)C1=CN=C2N1C=CC=C2 (S)-1-(5-chloro-2-(2-ethylpiperazin-1-yl)pyrimidin-4-yl)-N-(2-(imidazo[1,2-a]pyridin-3-yl)propan-2-yl)-N-methylazetidine-3-carboxamide